C(C)N1N=C2N=C(C=NC2=C1)N[C@@H](C)C=1C=C(C=CC1F)NC(=O)C1=CN=C(S1)C(F)(F)F (S)-N-(3-(1-((2-ethyl-2H-pyrazolo[3,4-b]pyrazin-6-yl)amino)ethyl)-4-fluorophenyl)-2-(trifluoromethyl)thiazole-5-carboxamide